acridinol C1(=CC=CC2=NC3=CC=CC=C3C=C12)O